(2R,3S)-3-(1-(2,5-difluorobenzyl)-1H-pyrazol-3-yl)-2-(2,4-difluorophenyl)-1-(1H-tetrazol-1-yl)butan-2-ol FC1=C(CN2N=C(C=C2)[C@@H]([C@@](CN2N=NN=C2)(O)C2=C(C=C(C=C2)F)F)C)C=C(C=C1)F